2-hydroxy-1-{4-[4-(2-hydroxy-2-methyl-propionyl)-benzyl]phenyl}-2-ethyl-propane-1-one OC(C(=O)C1=CC=C(C=C1)CC1=CC=C(C=C1)C(C(C)(C)O)=O)(C)CC